4-fluoropiperidine-4-carbaldehyde FC1(CCNCC1)C=O